CN1N=CC=2C1=NC(=CC2N2CC=1C=CC(=NC1[C@H](C2)C)N2CCC(CC2)N)C 1-[(8S)-6-(1,6-dimethylpyrazolo[3,4-b]pyridin-4-yl)-8-methyl-7,8-dihydro-5H-1,6-naphthyridin-2-yl]piperidin-4-amine